3-(6-(3,3-difluoropyrrolidin-1-yl)pyridin-3-yl)-6-(7,8-dimethyl-[1,2,4]triazolo[4,3-b]pyridazin-6-yl)-5,6,7,8-tetrahydro-1,6-naphthyridine FC1(CN(CC1)C1=CC=C(C=N1)C=1C=NC=2CCN(CC2C1)C=1C(=C(C=2N(N1)C=NN2)C)C)F